(R)-8-(1-((4-fluoro-2-(4-propionylpiperazin-1-yl)phenyl)amino)ethyl)-3,6-dimethyl-2-(tetrahydro-2H-pyran-4-yl)quinazolin-4(3H)-one FC1=CC(=C(C=C1)N[C@H](C)C=1C=C(C=C2C(N(C(=NC12)C1CCOCC1)C)=O)C)N1CCN(CC1)C(CC)=O